mono-decyl-phosphorous acid C(CCCCCCCCC)P(O)(O)O